C(C)(C)(C)OC(=O)N1C[C@H]2CC[C@@H](C1)C2NC2=NN(C(=N2)OC2=CC(=CC=C2)F)CC(F)(F)F (1R,5S,8S)-8-((5-(3-fluorophenoxy)-1-(2,2,2-trifluoroethyl)-1H-1,2,4-triazole-3-yl)amino)-3-azabicyclo[3.2.1]Octane-3-carboxylic acid tert-butyl ester